CCCCCCCCC=O Nonan-9-one